FC1=CC=C(C=C1)CNC(=O)C=1C(C(=C2N(C[C@@H]3N([C@H](CCN3CC(C)C)CC(C)C)C2=O)C1)O)=O (4S,12aS)-N-[(4-fluorophenyl)methyl]-7-hydroxy-1,4-bis(2-methylpropyl)-6,8-dioxo-1,2,3,4,6,8,12,12a-octahydropyrido[1',2':4,5]pyrazino[1,2-a]pyrimidine-9-carboxamide